COC(CCC1C2=CC3=C(C(=C(N3)C=C3C(=C(C(C=C4C(=C(C(=CC(C1C)=N2)N4)C)C=C)=N3)C)C=C)C)CCC(=O)NCCC(=O)N[C@@H](CC(=O)O)C(=O)O)=O (3-(3-(7-(3-methoxy-3-oxopropyl)-2,8,12,17-tetramethyl-13,18-divinyl-7H,8H-porphyrin-3-yl)propanamido)propanoyl)-L-aspartic acid